NNC(=O)NC 1-amino-3-methylurea